ethyl 7-cyclobutyl-2-methoxy-8-(2-oxo-1H-quinolin-3-yl)quinoline-3-carboxylate C1(CCC1)C1=CC=C2C=C(C(=NC2=C1C=1C(NC2=CC=CC=C2C1)=O)OC)C(=O)OCC